ClC=1C(=NC(=NC1)N1CCNCC1)N1CC(C1)C(=O)N(C(C)(C)C1=CN=C2N1C=CC=C2)CC 1-(5-chloro-2-(piperazin-1-yl)pyrimidin-4-yl)-N-ethyl-N-(2-(imidazo[1,2-a]pyridin-3-yl)propan-2-yl)azetidine-3-carboxamide